2-hydroxy-4-methoxynicotinic acid OC1=C(C(=O)O)C(=CC=N1)OC